(5R)-3,3-difluoro-5-(2-oxopyrrolidin-1-yl)piperidine-1-carboxylic acid 5-chloropyridin-2-yl ester ClC=1C=CC(=NC1)OC(=O)N1CC(C[C@H](C1)N1C(CCC1)=O)(F)F